1,2-bis(4-(3-bromopropyloxy)phenyl)-1,2-diphenylethylene BrCCCOC1=CC=C(C=C1)C(=C(C1=CC=CC=C1)C1=CC=C(C=C1)OCCCBr)C1=CC=CC=C1